C1(CCCCC1)N1N=CC2=C1N=C(NC2=O)SCC(=O)O 2-((1-cyclohexyl-4-oxo-4,5-dihydro-1H-pyrazolo[3,4-d]pyrimidin-6-yl)thio)acetic acid